3,5-dimethyloct-5-en-1-ol CC(CCO)CC(=CCC)C